O[C@@H]1C=2C=CC(=CC2CC[C@H]1[C@@H]1N2C(C3=CC=CC=C13)=CN=C2)C(=O)NC (5S,6S)-5-hydroxy-6-((S)-5H-imidazo[5,1-a]isoindol-5-yl)-N-methyl-5,6,7,8-tetrahydronaphthalene-2-carboxamide